ClC=1C=C(C#N)C=C(C1)COC 3-chloro-5-(methoxymethyl)benzonitrile